(4-(4-methoxy-2-nitrophenyl)pyridin-2-yl)cyclopentanecarboxamide COC1=CC(=C(C=C1)C1=CC(=NC=C1)C1(CCCC1)C(=O)N)[N+](=O)[O-]